4-[5-[(dimethylamino)methyl]-4-methyl-1,3-thiazol-2-yl]-3-(2-methyl-6-phenylpyrimidin-4-yl)oxybenzonitrile CN(C)CC1=C(N=C(S1)C1=C(C=C(C#N)C=C1)OC1=NC(=NC(=C1)C1=CC=CC=C1)C)C